cinnolin-4-yl(4-(5-(4-hydroxy-3-methoxyphenyl)thiazole-2-carbonyl)-piperidin-1-yl)methanone N1=NC=C(C2=CC=CC=C12)C(=O)N1CCC(CC1)C(=O)C=1SC(=CN1)C1=CC(=C(C=C1)O)OC